NC=1C(=NN(C1C(=O)OCC)C1=CC=C(C=C1)CNC(C1=C(C=CC(=C1)F)OC)=O)C1CCC(CC1)O ethyl 4-amino-1-(4-((5-fluoro-2-methoxybenzamido)methyl)phenyl)-3-(4-hydroxycyclohexyl)-1H-pyrazole-5-carboxylate